COCC(=O)C=1N=C(N=NC1)[N-]C(C)(C)CC N-(5-(2-methoxyacetyl)-1,2,4-triazin-3-yl)t-pentylamide